8-(7-isopropyl-1,3-dimethyl-2-oxo-2,3-dihydro-1H-benzo[d]imidazol-5-yl)isoquinolin C(C)(C)C1=CC(=CC2=C1N(C(N2C)=O)C)C=2C=CC=C1C=CN=CC21